C(=O)(O)[C@@H](CC=1N=CNC1)NC([C@@H](CC(C)C)NC(C(C(=O)[O-])C)=O)=O 3-(((R)-1-(((R)-1-carboxy-2-(1H-imidazol-4-yl)ethyl)amino)-4-methyl-1-oxopentan-2-yl)amino)-2-methyl-3-oxopropanoate